[1-(4-(tert-Butyl)phenyl)-3-methyl-1H-phenanthro[9,10-d]imidazole-3-ium-2,6,9-triyl]tris(1-methylpyridin-1-ium) tetrakis(tetrafluoroborate) F[B-](F)(F)F.F[B-](F)(F)F.F[B-](F)(F)F.F[B-](F)(F)F.C(C)(C)(C)C1=CC=C(C=C1)N1C(=[N+](C2=C1C1=CC=C(C=C1C=1C=C(C=CC12)C1=[N+](C=CC=C1)C)C1=[N+](C=CC=C1)C)C)C1=[N+](C=CC=C1)C